N-[4-(3-Cyanophenyl)-5-(2,6-dimethyl-4-pyridyl)thiazol-2-yl]-9-oxo-3,4,6,7,8,9a-hexahydro-1H-pyrazino[1,2-a]pyrazin-2-carboxamid C(#N)C=1C=C(C=CC1)C=1N=C(SC1C1=CC(=NC(=C1)C)C)NC(=O)N1CC2N(CC1)CCNC2=O